2-(benzofuran-2-yl)-8-bromo-3,6-dimethylquinazolin-4(3H)-one O1C(=CC2=C1C=CC=C2)C2=NC1=C(C=C(C=C1C(N2C)=O)C)Br